C(CCC)P(CCCC)(CCCC)=CC#N (tributyl-lambda5-phosphanylidene)acetonitrile